C1(CC1)C1=C(C=C(C(=C1)[N+](=O)[O-])OC)N1CCC(CC1)N1CCC(CC1)CN1CCN(CC1)C=1C=C2C(N(C(C2=CC1)=O)C1C(NC(CC1)=O)=O)=O 5-(4-((1'-(2-cyclopropyl-5-methoxy-4-nitrophenyl)-[1,4'-bipiperidin]-4-yl)Methyl)piperazin-1-yl)-2-(2,6-dioxopiperidin-3-yl)isoindoline-1,3-dione